N,N'-1,4-phenylenedimaleimide Zinc [Zn].C1(=CC=C(C=C1)N1C(C=CC1=O)=O)N1C(C=CC1=O)=O